5-(benzofuran-6-yl)isoindoline O1C=CC2=C1C=C(C=C2)C=2C=C1CNCC1=CC2